4-chloro-3-iodo-1-(4-(trifluoromethoxy)phenyl)-1H-indazole ClC1=C2C(=NN(C2=CC=C1)C1=CC=C(C=C1)OC(F)(F)F)I